4-amino-7-fluoro-N'-(1-fluorocyclopropane-1-carbonyl)-N',1-dimethyl-N-((6-(trifluoromethyl)pyridazin-3-yl)methyl)-1H-pyrazolo[4,3-c]quinoline-8-carbohydrazide NC1=NC=2C=C(C(=CC2C2=C1C=NN2C)C(=O)N(N(C)C(=O)C2(CC2)F)CC=2N=NC(=CC2)C(F)(F)F)F